1-cyclopentyl-6-fluoro-7-(2-hydroxypropyl)-2-methylquinolin-4(1H)-one C1(CCCC1)N1C(=CC(C2=CC(=C(C=C12)CC(C)O)F)=O)C